3,4-dihydroxybenzohydrazide OC=1C=C(C(=O)NN)C=CC1O